C(C)(C)(C)OC(CC1(CCN(CC1)C1=C(C=C(C=C1F)[N+](=O)[O-])Cl)O)=O 2-[1-(2-chloro-6-fluoro-4-nitro-phenyl)-4-hydroxy-4-piperidinyl]acetic acid tert-butyl ester